4,5-dihexylbenzene-1,2-diamine C(CCCCC)C=1C=C(C(=CC1CCCCCC)N)N